tert-butyl (S)-4-(7-bromo-5-(methoxycarbonyl)-2,4-dimethylbenzo[d][1,3]dioxol-2-yl)piperidin-1-carboxylate BrC1=CC(=C(C2=C1O[C@@](O2)(C)C2CCN(CC2)C(=O)OC(C)(C)C)C)C(=O)OC